BrC=1C=NN2C1C=C(C=C2)NC(CCC#N)=O N-(3-bromopyrazolo[1,5-a]pyridin-5-yl)-3-cyanopropanamide